[Rh].C(=O)(Cl)Cl carbonyl chloride rhodium